OC1=C(C=C2C(N=C(NC2=C1)C)=O)OC 7-hydroxy-6-methoxy-2-methylquinazolin-4(1H)-one